C(C)(C)(C)OC(=O)N1CCC(=CC1)C1=CC(=C(C(=O)NC2=CC(=C(C(=C2)F)C=2CCN(CC2)C(=O)OC(C)(C)C)F)C=C1)C tert-butyl 4-[4-(4-{1-[(tert-butoxy)carbonyl]-1,2,3,6-tetrahydropyridin-4-yl}-2-methylbenzamido)-2,6-difluoro phenyl]-1,2,3,6-tetrahydropyridine-1-carboxylate